ethylene glycol antimony-cerium sulfate S(=O)(=O)([O-])[O-].[Ce+3].[Sb+3].C(CO)O.S(=O)(=O)([O-])[O-].S(=O)(=O)([O-])[O-]